dodecatriene CC(=CCCC(=CCCC(C)(C=C)O)C)C